OC1=C(C=C(C=C1)C1(C(N(C2=CC=CC=C12)C1=CC=CC=C1)=O)C1=CC(=C(C=C1)O)C1=CC=C(C=C1)C)C1=CC=C(C=C1)C 3,3-bis(4-hydroxy-3-(4-methylphenyl)phenyl)-1-phenyl-1H-indol-2-one